tert-butyl (2S)-4-[[(3S)-5,6-dichloro-2-oxo-1H-spiro[indole-3,3-pyrrolidin]-1-yl]carbonyl]-2-(methoxymethyl)pyrrolidine-1-carboxylate ClC=1C=C2C(=CC1Cl)N(C([C@]21CNCC1)=O)C(=O)C1C[C@H](N(C1)C(=O)OC(C)(C)C)COC